ClC1=C(C=C(C=C1C)F)[C@@H]1N(CC[C@@H]1N1CCN(CC1)CC(=O)N)C(CN1N=C(C=C1C(F)(F)F)C1CC1)=O 2-[4-[(2S,3S)-2-(2-Chloro-5-fluoro-3-methyl-phenyl)-1-[2-[3-cyclopropyl-5-(trifluoromethyl)pyrazol-1-yl]acetyl]pyrrolidin-3-yl]piperazin-1-yl]acetamide